Ethyl 2-(pyridine-1-yl)-4-methylpyridine-3-carboxylate N1(CC=CC=C1)C1=NC=CC(=C1C(=O)OCC)C